CN1C(C2=CC=C(C=C2C=C1)C1=NC2=CC(=CC=C2N=C1)C(=O)N1CC(CCC1)C(F)(F)F)=O 2-methyl-6-(7-((3-(trifluoromethyl)-1-piperidinyl)carbonyl)-2-quinoxalinyl)-1(2H)-isoquinolinone